CC1=NOC(=C1C=1C=NN2C1C=C(C=C2)C=2OC(=C(N2)C(=O)O)C)C 2-[3-(3,5-dimethylisoxazol-4-yl)pyrazolo[1,5-a]pyridin-5-yl]-5-methyl-oxazole-4-carboxylic acid